BrC1=CC(=C(C2=CC=CC=C12)F)NC(OC(C)(C)C)=O tert-butyl N-(4-bromo-1-fluoronaphthalen-2-yl)carbamate